4-chloro-3-fluoropyridine-carbaldehyde ClC1=C(C(=NC=C1)C=O)F